ClC1=CN=C2C(N(C(NC2=N1)=O)C1=C(C2=C(N=CS2)C=C1)Cl)=O 7-chloro-3-(7-chlorobenzo[d]thiazol-6-yl)pteridine-2,4(1H,3H)-dione